BrC1=NN(C(=N1)C(COC)=O)CC1=CC=C(C=C1)OC 1-(3-bromo-1-(4-methoxybenzyl)-1H-1,2,4-triazol-5-yl)-2-methoxyethan-1-one